FC(C(=O)O)(F)F.C(C)N1CC(C1)C1=CC=C(N=N1)C1=C(C=C(C=C1)C1=CC2=CN(N=C2C=C1)C)O 2-[6-(1-ethylazetidin-3-yl)pyridazin-3-yl]-5-(2-methyl-2H-indazol-5-yl)phenol trifluoroacetate salt